ClC=1C=C2C(=NC(=NC2=C(C1C1=C2C=CC=NC2=CC=C1)F)N1CC(C1)N(C)C)N1C[C@H](N(C[C@@H]1C)C(C=C)=O)C 1-((2R,5S)-4-(6-chloro-2-(3-(dimethylamino)azetidin-1-yl)-8-fluoro-7-(quinolin-5-yl)quinazolin-4-yl)-2,5-dimethylpiperazin-1-yl)prop-2-en-1-one